N1(C=NC=C1)C=1C=C(CN(C2=CC(=NC=C2)CN2C(CNC(C2)=O)=O)CC2=CC(=CC=C2)OC)C=CC1 1-((4-((3-(1H-imidazol-1-yl)benzyl)(3-methoxybenzyl)amino)pyridin-2-yl)methyl)piperazine-2,5-dione